N-(4-(5-(6-(4,4-difluoropiperidin-1-yl)pyridin-2-yl)-1,3,4-oxadiazol-2-yl)-3-(6-azaspiro[2.5]octan-6-yl)phenyl)-2-hydroxyethane-1-sulfonamide FC1(CCN(CC1)C1=CC=CC(=N1)C1=NN=C(O1)C1=C(C=C(C=C1)NS(=O)(=O)CCO)N1CCC2(CC2)CC1)F